COC(C1=CC=C(C=C1)N1CCN(CC1)CC1=C(CC(CC1)(C)C)B1OC(C(O1)(C)C)(C)C)=O 4-(4-((4,4-dimethyl-2-(4,4,5,5-tetramethyl-1,3,2-dioxaborolan-2-yl)cyclohex-1-en-1-yl)methyl)piperazin-1-yl)benzoic acid methyl ester